9-(4-bromo-3,5-dimethyl-phenyl)-3,6-di-tert-butylcarbazole BrC1=C(C=C(C=C1C)N1C2=CC=C(C=C2C=2C=C(C=CC12)C(C)(C)C)C(C)(C)C)C